6-(3-amino-6-(3-((ethyl(methyl)amino)methyl)-4-(tetrahydro-2H-pyran-4-yl)phenyl)-5-fluoropyrazin-2-yl)-4-fluoroisoquinolin-1(2H)-one NC=1C(=NC(=C(N1)F)C1=CC(=C(C=C1)C1CCOCC1)CN(C)CC)C=1C=C2C(=CNC(C2=CC1)=O)F